(S)-(5-Fluoropyridin-3-yl)(4-(4-methoxyphenethyl)-7-azabicyclo-[2.2.1]heptan-1-yl)methanol dihydrochloride Cl.Cl.FC=1C=C(C=NC1)[C@H](O)C12CCC(CC1)(N2)CCC2=CC=C(C=C2)OC